4-(chloromethyl)-7,7-difluoro-5H,6H-cyclopenta[b]pyridine-2-carboxylic acid methyl ester COC(=O)C1=CC(=C2C(=N1)C(CC2)(F)F)CCl